ethyl (3S)-3-amino-3-[5-bromo-2-fluoro-3-(trifluoromethyl)phenyl]propanoate hydrochloride Cl.N[C@@H](CC(=O)OCC)C1=C(C(=CC(=C1)Br)C(F)(F)F)F